2-carbamimidamido-butanedioic acid N(C(=N)N)C(C(=O)O)CC(=O)O